N-(4-(cyanomethyl)phenyl)-3,4,5-tris(2-(2-(2-methoxyethoxy)ethoxy)ethoxy)benzamide C(#N)CC1=CC=C(C=C1)NC(C1=CC(=C(C(=C1)OCCOCCOCCOC)OCCOCCOCCOC)OCCOCCOCCOC)=O